C(C)(C)(C)OC(COCCCCCC)C 1-(2-tert-butoxypropoxy)hexane